1-(6-(6-chloro-7-(1,6-dimethyl-1H-indazol-7-yl)-8-fluoro-2-(((S)-1-methylpyrrolidin-2-yl)methoxy)quinazolin-4-yl)-2,6-diazaspiro[3.4]octan-2-yl)prop-2-en-1-one ClC=1C=C2C(=NC(=NC2=C(C1C=1C(=CC=C2C=NN(C12)C)C)F)OC[C@H]1N(CCC1)C)N1CC2(CN(C2)C(C=C)=O)CC1